FC1(CN(C1)C1CN(CCC1)C(=O)OC(C)(C)C)F tert-butyl 3-(3,3-difluoroazetidin-1-yl)piperidine-1-carboxylate